O1CCN(CC1)CCC(C(=O)O)=C.C(C=C)(=O)OCCN1CCOCC1 morpholinoethyl acrylate (morpholinoethyl acrylate)